C(C)N1C(NC2=C(C1=O)SC(=C2)CN2CCC(=CC2)C=2C(=NC(=CC2)C(=O)NC)F)=O 1'-((3-ethyl-2,4-dioxo-1,2,3,4-tetrahydrothieno[3,2-d]pyrimidin-6-yl)methyl)-2-fluoro-N-methyl-1',2',3',6'-tetrahydro-[3,4'-bipyridine]-6-carboxamide